1-(2-(5-(2,4-difluorophenyl)isoindolin-2-yl)-2-oxoethyl)-1H-1,2,4-triazole-3-carbonitrile FC1=C(C=CC(=C1)F)C=1C=C2CN(CC2=CC1)C(CN1N=C(N=C1)C#N)=O